CC1=NC(=CC(=N1)N1CCN(CC1)CC1=CC=C(CC=2C=3C4=C(C(N(C4=CC2)C2C(NC(CC2)=O)=O)=O)C=CC3)C=C1)N1N=CC(=N1)C(F)(F)F 3-(6-(4-((4-(2-methyl-6-(4-(trifluoromethyl)-2H-1,2,3-triazol-2-yl)pyrimidin-4-yl)piperazin-1-yl)methyl)benzyl)-2-oxobenzo[cd]indol-1(2H)-yl)piperidine-2,6-dione